C(CCCCCC)C1CCC(CC1)C(=O)OC1=CC=C(C=C1)/C=C/C(=O)O (E)-3-[4-(4-heptylcyclohexanecarbonyl)oxyphenyl]prop-2-enoic acid